1,4-bis(2'-trifluoromethyl-4'-aminophenoxy)biphenyl FC(C1=C(OC2(CC=C(C=C2)OC2=C(C=C(C=C2)N)C(F)(F)F)C2=CC=CC=C2)C=CC(=C1)N)(F)F